2'-(5-Fluoro-2-((5-(1-methyl-piperidin-4-yl)pyridin-2-yl)amino)pyrimidin-4-yl)-3',5'-dimethyl-5',6'-dihydro-4'H-spiro[cyclopentane-1,7'-thieno[3,2-c]pyridin]-4'-one FC=1C(=NC(=NC1)NC1=NC=C(C=C1)C1CCN(CC1)C)C1=C(C=2C(N(CC3(C2S1)CCCC3)C)=O)C